1-((S)-2,2,2-trifluoro-1-(5-methoxy-4-(8-methoxyimidazo[1,2-a]pyrazin-6-yl)pyridin-2-yl)ethyl)urea FC([C@H](C1=NC=C(C(=C1)C=1N=C(C=2N(C1)C=CN2)OC)OC)NC(=O)N)(F)F